tert-butyl (6aR)-4-chloro-3-(2-fluoro-6-methoxyphenyl)-1-(1-isopropyl-1H-pyrazol-5-yl)-12-oxo-6a,7,9,10-tetrahydro-12H-pyrazino[2,1-c]pyrido[3,4-f][1,4]oxazepine-8(6H)-carboxylate ClC1=C(N=C(C=2C(N3[C@@H](COC21)CN(CC3)C(=O)OC(C)(C)C)=O)C3=CC=NN3C(C)C)C3=C(C=CC=C3OC)F